The molecule is a monocarboxylic acid anion that is the conjugate base of 3,4,5-trimethoxydihydrocinnamic acid, formed by proton loss from the carboxy group. It derives from a propionate. It is a conjugate base of a 3,4,5-trimethoxydihydrocinnamic acid. COC1=CC(=CC(=C1OC)OC)CCC(=O)[O-]